2-[[5-(3-bromo-4-fluoro-phenoxy)-4,6-difluoro-indol-1-yl]methoxy]ethyl-trimethyl-silane BrC=1C=C(OC=2C(=C3C=CN(C3=CC2F)COCC[Si](C)(C)C)F)C=CC1F